OC(C(=O)[O-])CCC.[Cs+] cesium hydroxyvalerate